C(=C)OCCOC 2-methoxyethyl VINYL ETHER